[Li].C1(=CC=CC=C1)PC1=C(C=CC=C1)OC phenyl-(2-methoxyphenyl)phosphine lithium